tert-Butyl (5RS)-2-(3-methoxybenzyl)-3-oxo-2,3,5,6,7,8-hexahydro[1,2,4]triazolo[4,3-a]pyridine-5-carboxylate COC=1C=C(CN2N=C3N([C@H](CCC3)C(=O)OC(C)(C)C)C2=O)C=CC1 |r|